4-(1-azido-2-cyclobutylethyl)benzoyl-hydrazine N(=[N+]=[N-])C(CC1CCC1)C1=CC=C(C(=O)NN)C=C1